(S)-N-(5-(2-((tert-butyldimethylsilyl)oxy)-1-(5-chloropyridin-2-yl)ethoxy)-1,3,4-thiadiazol-2-yl)-4-(2-methoxyphenyl)-6-methylnicotinamide [Si](C)(C)(C(C)(C)C)OC[C@@H](OC1=NN=C(S1)NC(C1=CN=C(C=C1C1=C(C=CC=C1)OC)C)=O)C1=NC=C(C=C1)Cl